5-(2-chlorophenoxy)-3-((3-fluoro-4-methylbenzyl)amino)-4H-benzo[e][1,2,4]thiadiazine 1,1-dioxide ClC1=C(OC2=CC=CC3=C2NC(=NS3(=O)=O)NCC3=CC(=C(C=C3)C)F)C=CC=C1